5-(2-((2-methoxyethyl)-amino)pyrimidin-5-yl)-1H-pyrrolo-[2,3-b]pyridine COCCNC1=NC=C(C=N1)C=1C=C2C(=NC1)NC=C2